tert-butyl 4-(3-hydroxypyridin-2-yl)piperazine-1-carboxylate OC=1C(=NC=CC1)N1CCN(CC1)C(=O)OC(C)(C)C